(S,E)-N7-(1-((7-Isobutyl-1H-benzo[d]imidazol-2-yl)methyl)-2-oxo-1,2-dihydropyridin-3-yl)-6-(2-methoxyacetamido)-N1,N1-dimethylhept-2-endiamid C(C(C)C)C1=CC=CC2=C1NC(=N2)CN2C(C(=CC=C2)NC([C@H](CC/C=C/C(=O)N(C)C)NC(COC)=O)=O)=O